C(=O)O.CN(S(=O)(=O)C)C N,N-dimethylmethanesulfonamide formate